pyrrolyl-formamide N1C(=CC=C1)NC=O